(1R)-1-(2-{4-[(3-ethyl-1,2-oxazol-5-yl)methyl]-1-methyl-1H-pyrazol-3-yl}-5-fluorophenyl)ethan-1-ol C(C)C1=NOC(=C1)CC=1C(=NN(C1)C)C1=C(C=C(C=C1)F)[C@@H](C)O